1,3-dibromo-2-(4-bromobutoxy)-4-chloro-5-fluorobenzene BrC1=C(C(=C(C(=C1)F)Cl)Br)OCCCCBr